C(C)[N+](C)(C)[O-] ethyl-dimethylamine-oxide